F[C@@H]1[C@H](CNC1)NC1=NC(=CC=C1)C1=CN=C2N1C=CC=C2 N-((3S,4S)-4-fluoropyrrolidin-3-yl)-6-(imidazo[1,2-a]pyridin-3-yl)pyridin-2-amine